C[C@H]1CN(C[C@H](N1)C)C1=NC=2N(C(=C1)NC=1C=C3C=C(C(N(C3=CC1)C)=O)OCC(=O)N1[C@@H](CCC1)CO)N=CN2 6-((5-((3S,5R)-3,5-dimethylpiperazinyl)-[1,2,4]triazolo[1,5-a]pyrimidin-7-yl)amino)-3-(2-((S)-2-(hydroxymethyl)pyrrolidinyl)-2-oxoethoxy)-1-methylquinolin-2(1H)-one